NC1=NC(=NC(=C1C1OCC1(C(=O)N)C)N)C1=NN(C2=NN=CC=C21)CC2=C(C=CC=C2)F (4,6-diamino-2-(1-(2-fluorobenzyl)-1H-pyrazolo[3,4-c]pyridazin-3-yl)pyrimidin-5-yl)-3-methyloxetane-3-carboxamide